N1N=CC(=C1)C=1C=CC(=NC1)N1CCC(CC1)CN1C(CCC1)=O 1-((1-(5-(1H-pyrazol-4-yl)pyridin-2-yl)piperidin-4-yl)methyl)pyrrolidin-2-one